C(#N)C1=NC=C(C=N1)OC1=CC=C(C=C1)C(C)(C)C1=CC=C(OC2CCC2)C=C1 (1r,3r)-3-(4-(2-(4-((2-cyanopyrimidin-5-yl)oxy)phenyl)propan-2-yl)phenoxy)cyclobutane